bis(2,4-dihydroxyphenyl) sulfoxide OC1=C(C=CC(=C1)O)S(=O)C1=C(C=C(C=C1)O)O